6-Methoxybenzofuran-2-carboxylic acid COC1=CC2=C(C=C(O2)C(=O)O)C=C1